C(/C1=CC=CC=C1)=C/1\N(CCCCC1=O)C(=O)OC(C)(C)C tert-butyl (E)-2-benzylidene-3-oxoazepane-1-carboxylate